3-{2-[(Cyclopropylmethyl)amino]-1,3-thiazole-5-amido}-4-ethylbenzoic acid C1(CC1)CNC=1SC(=CN1)C(=O)NC=1C=C(C(=O)O)C=CC1CC